1,2-DIHYDROPYRIDINE-3-CARBONITRILE N1CC(=CC=C1)C#N